4-fluoro-6-(7-fluoro-2-methyl-indazol-5-yl)-2-(4-piperidinyl)benzotriazole FC1=CC(=CC2=NN(N=C21)C2CCNCC2)C2=CC1=CN(N=C1C(=C2)F)C